CC12[C@@H]3C2CC([C@@]1(C)CC\C=C(/CO)\C)C3 (2Z)-5-[(1S,3R,4R)-2,3-dimethyltricyclo[2.2.1.0~2,6~]hept-3-yl]-2-methyl-2-penten-1-ol